4-oxo-6,7-dihydro-5H-pyrazolo[1,5-a]pyrazine-2-carbaldehyde O=C1C=2N(CCN1)N=C(C2)C=O